C(C)C1=NN(C2=C1C(NCC1(CCOCC1)C2)=O)C[C@H](COC(C2=CC=C(C=C2)C(=O)N2CCNCC2)=O)C 4-(piperazine-1-carbonyl)benzoic acid [(2R)-3-(3-ethyl-4-oxo-spiro[6,8-dihydro-5H-pyrazolo[4,3-c]azepin-7,4'-tetrahydropyran]-1-yl)-2-methyl-propyl] ester